2,4,6-trisulfo-resorcin S(=O)(=O)(O)C1=C(O)C(=CC(=C1O)S(=O)(=O)O)S(=O)(=O)O